CC1(N(C2=C(CN(CC2)C(=O)[O-])N1)C)C(=O)OC(C)(C)C tert-butyl 2-methyl-1-methyl-1,4,6,7-tetrahydro-5H-imidazo[4,5-c]pyridine-2,5-dicarboxylate